dipropylene glycol Allyl ether C(C=C)OC(C)COC(C)CO